N-(4-(2-(methylthio)-4-(3-(3-(3-(trifluoromethyl)phenyl)ureido)phenyl)-1-((2-(trimethylsilyl)ethoxy)methyl)-1H-imidazol-5-yl)pyridin-2-yl)acetamide CSC=1N(C(=C(N1)C1=CC(=CC=C1)NC(=O)NC1=CC(=CC=C1)C(F)(F)F)C1=CC(=NC=C1)NC(C)=O)COCC[Si](C)(C)C